N1N=CC2=C(C=CC=C12)C1=NC(=NC(=N1)N1CCOCC1)C1=CC=C(S1)CN(CCN(C)C)C N1-((5-(4-(1H-indazol-4-yl)-6-morpholino-1,3,5-triazin-2-yl)thiophen-2-yl)methyl)-N1,N2,N2-trimethylethane-1,2-diamine